CC1=CC=C(C=C1)S(=O)(=O)OCCOCCOCCOCCOS(=O)(=O)C1=CC=C(C=C1)C 2-[2-[2-[2-(p-tolylsulfonyloxy)ethoxy]ethoxy]ethoxy]ethyl 4-methylbenzenesulfonate